ethyl-dihydroquinolinephosphonic acid C(C)N1C(C=CC2=CC=CC=C12)P(O)(=O)O